[Si](C)(C)(C(C)(C)C)O[C@H]1[C@@H](N(C1)C=1C=2N(C(=C(N1)C=1C=NN(C1)C1CN(C1)C(=O)OC(C)(C)C)C(F)(F)F)C=CN2)C tert-butyl 3-[4-[8-[(2S,3R)-3-[tert-butyl(dimethyl)silyl]oxy-2-methyl-azetidin-1-yl]-5-(trifluoromethyl)imidazo[1,2-a]pyrazin-6-yl]pyrazol-1-yl]azetidine-1-carboxylate